C(#CC)O n-propynyl alcohol